3-((5-(4-(Aminomethyl)-4-methylpiperidin-1-yl)pyrazin-2-yl)thio)-2-chloro-N-(pyridin-2-ylsulfonyl)benzamide sodium 2-tetrahydrofuranyl-methoxide O1C(CCC1)C[O-].[Na+].NCC1(CCN(CC1)C=1N=CC(=NC1)SC=1C(=C(C(=O)NS(=O)(=O)C2=NC=CC=C2)C=CC1)Cl)C